trans-1,3-dichloro-5-(2,2-difluoro-3-(4-methoxyphenyl)cyclopropyl)benzene ClC1=CC(=CC(=C1)[C@@H]1C([C@H]1C1=CC=C(C=C1)OC)(F)F)Cl